Geranyl Methyl Ether Geranyl-Propionate Geranyl-Tiglate C(\C=C(/C)\CCC=C(C)C)OC(\C(\C)=C\C)=O.C(\C=C(/C)\CCC=C(C)C)OC(CC)=O.COC\C=C(/C)\CCC=C(C)C